ClC=1C(=NC(=NC1)NC=1C=NC(=CC1)N1CCOCC1)NC1=C(C=CC=C1)S(=O)(=O)NC 2-((5-chloro-2-((6-morpholinylpyridin-3-yl)amino)pyrimidin-4-yl)amino)-N-methylbenzenesulfonamide